COC1=NN(C=C1NC1=NC=CC(=N1)C1=CNC2=C(C=CC=C12)[N+](=O)[O-])C N-(3-methoxy-1-methyl-1H-pyrazol-4-yl)-4-(7-nitro-1H-indol-3-yl)pyrimidin-2-amine